6-(3-nitro-4-aminophenyl)-4,5-dihydro-5-methyl-3(2H)-pyridazinone [N+](=O)([O-])C=1C=C(C=CC1N)C=1C(CC(NN1)=O)C